cyclobutane-1,1-dicarboxylic acid platinum (IV) hydroxide [Pt](O)(O)(O)O.C1(CCC1)(C(=O)O)C(=O)O